ClC1=C(C=CC=C1)N=C=O 2-Chlorophenylisocyanat